C(C)(=O)OCC(CC1=C(N(C2=CC=C(C=C12)Br)CC(F)(F)F)C=1C(=NC=C(C1)[C@@H]1C[C@H]2COCCN2CC1)[C@H](C)OC)(C)C 3-(5-bromo-2-(2-((S)-1-methoxyethyl)-5-((8S,9aS)-octahydropyrido[2,1-c][1,4]oxazin-8-yl)pyridin-3-yl)-1-(2,2,2-trifluoroethyl)-1H-indol-3-yl)-2,2-dimethylpropyl acetate